6-(Cyclopropanecarboxamido)-4-((3-ethyl-4-methoxy-1-methyl-1H-indazol-5-yl)amino)-N-(methyl-d3)nicotinamide C1(CC1)C(=O)NC1=NC=C(C(=O)NC([2H])([2H])[2H])C(=C1)NC=1C(=C2C(=NN(C2=CC1)C)CC)OC